zinc-lead oxide [Pb]=O.[Zn]